(5-methyl-6-(3-(1-methyl-1H-pyrazol-5-yl)-7,8-dihydro-1,6-naphthyridin-6(5H)-yl)pyridazin-3-yl)(2-oxa-6-azaspiro[3.3]heptan-6-yl)methanone CC=1C=C(N=NC1N1CC=2C=C(C=NC2CC1)C1=CC=NN1C)C(=O)N1CC2(COC2)C1